(S)-N-(4-Chloro-6-methylpyrimidin-5-yl)-6-(4-ethyl-3-(hydroxymethyl)-5-oxo-4,5-dihydro-1H-1,2,4-triazol-1-yl)-5-fluoro-2-((1,1,1-trifluoropropan-2-yl)oxy)nicotinamide ClC1=NC=NC(=C1NC(C1=C(N=C(C(=C1)F)N1N=C(N(C1=O)CC)CO)O[C@H](C(F)(F)F)C)=O)C